(1S,3R)-3-(((tert-butyldimethylsilyl)oxy)methyl)-2,2-difluorocyclopropane-1-carbaldehyde [Si](C)(C)(C(C)(C)C)OC[C@@H]1C([C@@H]1C=O)(F)F